tert-butyl (2-(4-amino-1H-pyrazol-1-yl)propyl)(methyl)carbamate NC=1C=NN(C1)C(CN(C(OC(C)(C)C)=O)C)C